N-hydroxyethyl-N-hydroxyisopropyl-N'-hydroxyisopropyl-pentylenediamine OCCN(C(CCCCN(O)C(C)C)C(C)C)O